tert-butyl (4S,5S)-5-(6-methoxy-4-(trifluoromethyl)pyridin-2-yl)-4-methyl-2-oxooxazolidine-3-carboxylate COC1=CC(=CC(=N1)[C@@H]1[C@@H](N(C(O1)=O)C(=O)OC(C)(C)C)C)C(F)(F)F